COC1=CC=C(C=C1)C1(CCCCC1)C#N 1-(4-methoxyphenyl)-1-cyclohexanecarbonitrile